COC1=C(C(=CC=C1)C=1C=NC=CC1)CC1=C(C=CC=C1C=1C=NC=CC1)OC bis(2-methoxy-6-(pyridin-3-yl)phenyl)methane